N-[(3S,4R)-3-[(5-bromo-1-{[2-(trimethylsilyl)ethoxy]methyl}pyrrolo[2,3-b]pyridin-6-yl)oxy]oxan-4-yl]-4-methylbenzenesulfonamide BrC=1C=C2C(=NC1O[C@@H]1COCC[C@H]1NS(=O)(=O)C1=CC=C(C=C1)C)N(C=C2)COCC[Si](C)(C)C